N-[(6-Amino-2-pyridyl)sulfonyl]-6-[3-(trifluoromethyl)-1H-pyrazol-4-yl]-2-(2,4,6-trimethylphenoxy)pyridin-3-carboxamid NC1=CC=CC(=N1)S(=O)(=O)NC(=O)C=1C(=NC(=CC1)C=1C(=NNC1)C(F)(F)F)OC1=C(C=C(C=C1C)C)C